(1R)-1-(3,4-difluorophenyl)ethanol FC=1C=C(C=CC1F)[C@@H](C)O